7-chloro-3-(3-iodoprop-1-yn-1-yl)imidazo[1,2-a]pyridine ClC1=CC=2N(C=C1)C(=CN2)C#CCI